5-(3-cyclopropyl-phenoxy)-N-[2-(2,4-dichlorophenyl)ethyl]-2-(trifluoromethyl)pyridine-4-carboxamide C1(CC1)C=1C=C(OC=2C(=CC(=NC2)C(F)(F)F)C(=O)NCCC2=C(C=C(C=C2)Cl)Cl)C=CC1